(17E)-15-chloro-7-ethyl-8,9,10,11-tetrahydro-2H-3,5-ethenopyrazolo[4,3-j]pyrido[3,2-n][1,6]oxazacyclopentadecin-6(7H)-one ClC1=CC=2/C=C/C=3C=4C=C(C(N(CCCCOC2N=C1)CC)=O)C=CC4NN3